C(CCC)C1=CC(=C(C=C1S(=O)(=O)C)CC(C)NC(OC(C)(C)C)=O)OC tert-butyl (1-(4-butyl-2-methoxy-5-(methylsulfonyl)phenyl)propan-2-yl)carbamate